BrC=1C(=C(C=CC1)OC1=CC(=CC(=C1)F)F)I 3-bromo-1-(3,5-difluorophenoxy)-2-iodobenzene